4-{[5-(4-carbamimidoylphenoxy)pentyl]oxy}pyridine-2-carboxamide C(N)(=N)C1=CC=C(OCCCCCOC2=CC(=NC=C2)C(=O)N)C=C1